(5R)-5-methyl-2-[6-(propan-2-ylamino)pyridin-3-yl]-6,7-dihydro-5H-pyrazolo[5,1-b][1,3]oxazine-3-carboxylic acid ethyl ester C(C)OC(=O)C=1C(=NN2C1O[C@@H](CC2)C)C=2C=NC(=CC2)NC(C)C